N-methyl-4,5,6,7-tetrahydropyrazolo[1,5-a]pyrazine-2-carboxamide CNC(=O)C1=NN2C(CNCC2)=C1